COC1=CC=C(C=C1)/C=C/C(=O)OC1=CC=C(\C=N\C(C(=O)O)C(CC)C)C=C1 2-((E)-((E)-4-((E)-3-(4-methoxyphenyl)acryloyloxy)benzylidene)amino)-3-methylpentanoic acid